CCC[C@]1(CC(=C(C(=O)O1)[C@H](CC)C2=CC(=CC=C2)NS(=O)(=O)C3=NC=C(C=C3)C(F)(F)F)O)CCC4=CC=CC=C4 The molecule is a pyridine-2-sulfonamide substituted at C-5 by a trifluoromethyl group and at the sulfonamide nitrogen by a dihydropyrone-containing m-tolyl substituent. It is an HIV-1 protease inhibitor. It has a role as a HIV protease inhibitor and an antiviral drug.